C(C)(C)(C)N1N=CC(=C1F)NC(C1=C(C=C(C(=C1)C1=CC=2N(C(=C1)N1CCOCC1)N=C(N2)CC)C)F)=O N-(1-(tert-Butyl)-5-fluoro-1H-pyrazol-4-yl)-5-(2-ethyl-5-morpholino-[1,2,4]triazolo[1,5-a]pyridin-7-yl)-2-fluoro-4-methylbenzamide